(5-((2-(2,2-dimethylpyrrolidin-1-yl)ethyl)carbamoyl)-2-methylpyridin-3-yl)-2-(3-methoxypropyl)pyrazolo[5,1-b]thiazole-7-carboxamide CC1(N(CCC1)CCNC(=O)C=1C=C(C(=NC1)C)C=1N2C(SC1CCCOC)=C(C=N2)C(=O)N)C